2-(8-bromo-7-fluoro-chroman-6-yl)-N4,6-dimethyl-pyrimidine-2,4-diamine BrC=1C(=C(C=C2CCCOC12)C1(NC(=CC(=N1)NC)C)N)F